BrC=1N=C(C(=NC1)N)OC=1C=NN(C1)CC(F)(F)F 5-bromo-3-((1-(2,2,2-trifluoroethyl)-1H-pyrazol-4-yl)oxy)pyrazin-2-amine